5'-[1-(2,6-dichloro-3-fluoro-phenyl)-ethoxy]-[2,3']bipyridinyl-6'-ylamine ClC1=C(C(=CC=C1F)Cl)C(C)OC=1C=C(C=NC1N)C1=NC=CC=C1